p-aminobenzoyl-L-glutamic acid zinc salt [Zn+2].NC1=CC=C(C(=O)N[C@@H](CCC(=O)[O-])C(=O)[O-])C=C1